3-(trifluoromethyl)pyridine-2-carboxylic acid FC(C=1C(=NC=CC1)C(=O)O)(F)F